propynaldehyde C(C#C)=O